1-(4-trifluoromethylphenyl)-1-ethanol FC(C1=CC=C(C=C1)C(C)O)(F)F